5-(3-bromopropyl)-2-(2,4-dioxotetrahydropyrimidin-1(2H)-yl)isoindoline-1,3-dione BrCCCC=1C=C2C(N(C(C2=CC1)=O)N1C(NC(CC1)=O)=O)=O